N-((1S,2R)-2-cyclopropoxy-1-(5-((S)-2-methoxy-1-((S)-2-oxo-4-(trifluoromethyl)imidazolidin-1-yl)ethyl)benzo[d]oxazol-2-yl)propyl)-1-methyl-1H-pyrazole-5-carboxamide C1(CC1)O[C@@H]([C@@H](C=1OC2=C(N1)C=C(C=C2)[C@@H](COC)N2C(N[C@@H](C2)C(F)(F)F)=O)NC(=O)C2=CC=NN2C)C